O1C(C1)CCCCCCCCCOC1=C(C2=CC=CC=C2C=C1)C#[N+][O-] 2-((9-(oxiran-2-yl)nonyl)oxy)-1-naphthonitrile oxide